N-(3-hydroxy-3-methylbutan-2-yl)-1-(3-(4-methoxyphenyl)-1,2,4-oxadiazol-5-yl)piperidine-4-carboxamide OC(C(C)NC(=O)C1CCN(CC1)C1=NC(=NO1)C1=CC=C(C=C1)OC)(C)C